cis-3-Nonen CC\C=C/CCCCC